O1C(=CC=C1)CNC1=CC=C(C=C1)C N-(2-furylmethyl)-p-toluidine